CN(C)CC1=CC=C(C=C1)S(=O)(=O)NC(CC1=C(C=C(C=C1C(C)C)C1=CC(=C(C=C1)F)C)C(C)C)=O N-[4-[(dimethylamino)methyl]phenyl]sulfonyl-2-[4-(4-fluoro-3-methylphenyl)-2,6-di(propan-2-yl)phenyl]acetamide